OC(CC1=C(N=C(S1)C(=O)N)C(=O)N1C(CCC1)C)(C)C (2-hydroxy-2-methylpropyl)-4-(2-methylpyrrolidine-1-carbonyl)thiazole-2-carboxamide